ClC1=CC=C(CCN[C@H](C(=O)NC2=CC=C(C=C2)C=2C=NN(C2)C)C2=CC=CC=C2)C=C1 |r| (S)- and (R)-2-((4-Chlorophenethyl)amino)-N-(4-(1-methyl-1H-pyrazol-4-yl)phenyl)-2-phenylacetamide